ClC1=CC(=C(CN2C(=NC3=C2C=C(C(=C3)F)F)N3C[C@H]([C@@H](CC3)F)N)C=C1)F (3R,4R)-1-(1-(4-chloro-2-fluorobenzyl)-5,6-difluoro-1H-benzimidazol-2-yl)-4-fluoro-3-piperidinamine